[Br-].[Zr+4].[Zr+4].[Br-].[Br-].[Br-].[Br-].[Br-].[Br-].[Br-] diZirconium bromide